FC=1C=C2CN(CC2=CC1)C(CNC12CC3(CC(CC(C1)C3)C2)NC(OC(C)(C)C)=O)=O tert-butyl (3-((2-(5-fluoroisoindolin-2-yl)-2-oxoethyl)amino)adamantan-1-yl)carbamate